2-(1-(2-hydroxyphenyl)imidazo[1,5-a]pyridin-3-yl)-4-methylphenol OC1=C(C=CC=C1)C=1N=C(N2C1C=CC=C2)C2=C(C=CC(=C2)C)O